ClCC=1N=C2N(C=C(C=C2)C2=NOC(=N2)C(F)(F)F)C1 3-(2-(chloromethyl)imidazo[1,2-a]pyridin-6-yl)-5-(trifluoromethyl)-1,2,4-oxadiazole